N-[3-[5-cyclopropylsulfonyl-2-(difluoromethoxy)phenyl]-1-(1-methylazetidin-3-yl)pyrazol-4-yl]pyrazolo[1,5-a]pyrimidine-3-carboxamide C1(CC1)S(=O)(=O)C=1C=CC(=C(C1)C1=NN(C=C1NC(=O)C=1C=NN2C1N=CC=C2)C2CN(C2)C)OC(F)F